NC=1C=2N(C(=C(N1)C1=CC(=CC=C1)C#N)C(C)(F)F)N=C(C2)C(=O)NCC 4-amino-6-(3-cyanophenyl)-7-(1,1-difluoroethyl)-N-ethylpyrazolo[1,5-a]pyrazine-2-carboxamide